5-(1,5-dimethyl-1H-1,2,4-triazol-3-yl)-2-(5-{[(1R,2R,3S,5S)-2-fluoro-8-azabicyclo[3.2.1]octan-3-yl](methyl)amino}pyrazin-2-yl)phenol CN1N=C(N=C1C)C=1C=CC(=C(C1)O)C1=NC=C(N=C1)N(C)[C@@H]1[C@@H]([C@H]2CC[C@@H](C1)N2)F